2,6-difluoro-4-hydroxybenznitrile FC1=C(C#N)C(=CC(=C1)O)F